C(C)(C)(C)[SiH2]Cl tert-Butylsilylchlorid